C(C)(C)N1N=C(C(=C1)C1=CC(=NC=C1)C1=NC2=C(N1)CN(C2)S(=O)(=O)C)C2=NC(=CC=C2)C 2-[4-(1-Isopropyl-3-(6-methylpyridin-2-yl)-1H-pyrazol-4-yl)pyridin-2-yl]-5-(methylsulfonyl)-1,4,5,6-tetrahydropyrrolo[3,4-d]imidazole